CP(=O)(C)C1=C(C=CC=C1)NC1=NC(=NC=C1C(F)(F)F)NC1=C(C=C(C(=O)NOC)C=C1)OC 4-((4-((2-(dimethylphosphoryl)phenyl)amino)-5-(trifluoromethyl)pyrimidin-2-yl)amino)-N,3-Dimethoxybenzamide